2-({6-methylimidazo[1,2-a]pyrazin-2-yl}methyl)-5-phenyl-1,2-dihydro-2,7-naphthyridin-1-one CC=1N=CC=2N(C1)C=C(N2)CN2C(C1=CN=CC(=C1C=C2)C2=CC=CC=C2)=O